ClC1=C(C=2N=C(N=C(C2C=N1)N1CCOCC(C1)NC(OC(C)(C)C)=O)OCC1(CC1)CN1CCOCC1)F tert-butyl N-[4-(7-chloro-8-fluoro-2-{[1-(morpholin-4-ylmethyl)cyclopropyl]methoxy}pyrido[4,3-d]pyrimidin-4-yl)-1,4-oxazepan-6-yl]carbamate